dimethylethylbenzyl-ammonium chloride [Cl-].C[N+](CC1=CC=CC=C1)(CC)C